(S)-2-((2-((5-cyanothiophen-2-yl)methoxy)-5,8,10,11-tetrahydro-oxepino[4,3-b:6,5-c']dipyridin-9(7H)-yl)methyl)-1-(oxetan-2-ylmethyl)-1H-benzo[d]imidazole C(#N)C1=CC=C(S1)COC1=CC=C2C(=N1)C1=C(CN(CC1)CC1=NC3=C(N1C[C@H]1OCC1)C=CC=C3)COC2